F/C=C(\CNC(OC(C)(C)C)=O)/COC1=C(C(=CC=C1)CN1C(NC(C2=C1C=CN2)=O)=S)F tert-butyl (E)-(3-fluoro-2-((2-fluoro-3-((4-oxo-2-thioxo-2,3,4,5-tetrahydro-1H-pyrrolo[3,2-d]pyrimidin-1-yl)methyl)phenoxy)methyl)allyl)carbamate